CC1OC(CN(C1)C=1C=CC(=NC1)C=1C=NC(=CC1NC1=NC(=CC(=C1)C1COCC1)S(=O)(=O)C)NC(C)=O)C N-(5-(2,6-dimethylmorpholino)-4'-((6-(methylsulfonyl)-4-(tetrahydrofuran-3-yl)pyridin-2-yl)amino)-[2,3'-bipyridin]-6'-yl)acetamide